1-Undecyl-3-ethylpyrrolium methansulfonat CS(=O)(=O)[O-].C(CCCCCCCCCC)[NH+]1C=C(C=C1)CC